2,2',2'',2'''-(((((2-oxoimidazolidine-1,3-diyl)bis(ethane-2,1-diyl))bis(azanediyl))bis(ethane-2,1-diyl))bis(azanetriyl))tetraacetonitrile O=C1N(CCN1CCNCCN(CC#N)CC#N)CCNCCN(CC#N)CC#N